C(CCC)COCCOCCO Diethylene glycol butylmethyl ether